(R)-2-(4-Fluorophenyl)-3-(1H-pyrazolo[3,4-b]pyridin-4-yl)-6-(trifluoromethyl)-6,7-dihydro-4H-pyrazolo[5,1-c][1,4]oxazine FC1=CC=C(C=C1)C1=NN2C(CO[C@H](C2)C(F)(F)F)=C1C1=C2C(=NC=C1)NN=C2